ClC1=NC(=CC(=C1)CNCC1(CCC1)C)Cl 1-(2,6-Dichloropyridin-4-yl)-N-((1-methylcyclobutyl)methyl)methanamine